N-(2-(2-aminoethoxy)ethyl)-4-((3-(3,4-difluorophenyl)imidazo[1,2-a]pyrazin-8-yl)amino)-2-methylbenzamide hydrochloride Cl.NCCOCCNC(C1=C(C=C(C=C1)NC=1C=2N(C=CN1)C(=CN2)C2=CC(=C(C=C2)F)F)C)=O